ClC1=C(C=C(C=C1)CC(=O)O)\C=C\OCC [4-chloro-3-[(E)-2-ethoxyvinyl]phenyl]acetic acid